C1CC12NCC[C@@H](C2)N2C=CC1=C2N=NC(=C1)C1=NC=C(C=C1O)N1N=NC=C1 2-{7-[(7S)-4-azaspiro[2.5]oct-7-yl]-7H-pyrrolo[2,3-c]pyridazin-3-yl}-5-(1H-1,2,3-triazol-1-yl)pyridin-3-ol